benzyl N-[2-[2-[2-[2-(imidazole-1-carbonylamino)ethoxy]ethoxy]ethoxy]ethyl]carbamate N1(C=NC=C1)C(=O)NCCOCCOCCOCCNC(OCC1=CC=CC=C1)=O